(S)-1-(2-(5-(5-(1-(5-fluoro-1H-pyrrolo[2,3-b]pyridin-4-yl)ethoxy)-1H-indazol-3-yl)pyridin-2-yl)-2,7-diazaspiro[3.5]nonan-7-yl)ethan-1-one palladium (II) [Pd+2].FC=1C(=C2C(=NC1)NC=C2)[C@H](C)OC=2C=C1C(=NNC1=CC2)C=2C=CC(=NC2)N2CC1(C2)CCN(CC1)C(C)=O